4-chloro-1'-{2-[1-(3-hydroxy-3-methylcyclobutyl)-7-(trifluoromethyl)-1H-1,3-benzimidazol-5-yloxy]ethyl}spiro[indoline-3,4'-piperidin]-2-one ClC1=C2C(=CC=C1)NC(C21CCN(CC1)CCOC1=CC2=C(N(C=N2)C2CC(C2)(C)O)C(=C1)C(F)(F)F)=O